rac-4-(2-((3aR,6aS)-5-benzylhexahydrocyclopenta[c]pyrrol-2(1H)-yl)-1-hydroxyethyl)phenol C(C1=CC=CC=C1)C1C[C@@H]2[C@@H](CN(C2)CC(O)C2=CC=C(C=C2)O)C1